C(C)(C)(C)OC(=O)N(CC(=O)O)CCC=1N=CN(C1)C(C1=CC=CC=C1)(C1=CC=CC=C1)C1=CC=CC=C1 N-(tert-butoxycarbonyl)-N-(2-(1-trityl-1H-imidazol-4-yl)ethyl)glycine